ClC1=CC=C2C=CCN(C2=C1F)[C@@H]1CN[C@H](CC1)C=1OC(=NN1)OCCOC(F)(F)F 7-chloro-8-fluoro-N-[(3S,6R)-6-{5-[2-(trifluoro-methoxy)ethoxy]-1,3,4-oxadiazol-2-yl}piperidin-3-yl]quinoline